rel-6-fluoro-5-{4-[(1R)-1-(8-fluoro-3-methyl-2-oxo-1H-quinolin-7-yl)ethyl]piperazin-1-yl}-N-methylpyridine-2-carboxamide FC1=C(C=CC(=N1)C(=O)NC)N1CCN(CC1)[C@H](C)C1=CC=C2C=C(C(NC2=C1F)=O)C |o1:17|